9-(4-benzoxazole-2-yl-phenyl)-3,6-di-quinoline-3-yl-9H-carbazole O1C(=NC2=C1C=CC=C2)C2=CC=C(C=C2)N2C1=CC=C(C=C1C=1C=C(C=CC21)C=2C=NC1=CC=CC=C1C2)C=2C=NC1=CC=CC=C1C2